C1(CCCCC1)OC1=NC=CC(=N1)C1=CN=C(S1)N(COCC[Si](C)(C)C)C1=NC=C(C=C1)N1CCOCC1 5-(2-(cyclohexyloxy)pyrimidin-4-yl)-N-(5-morpholinopyridin-2-yl)-N-((2-(trimethylsilyl)ethoxy)methyl)thiazol-2-amine